C1(CC1)N1CCC(CC1)OC=1C=C(C=CC1OC)NC1=NC(=CC(=N1)NC)C N2-(3-((1-cyclopropylpiperidin-4-yl)oxy)-4-methoxyphenyl)-N4,6-dimethylpyrimidine-2,4-diamine